(7-chloro-6-hydroxy-1-methyl-1,3,4,5-tetrahydro-2H-pyrido[4,3-b]indol-2-yl)(5-methoxypyrimidin-2-yl)methanone ClC=1C=CC=2C3=C(NC2C1O)CCN(C3C)C(=O)C3=NC=C(C=N3)OC